6-((3aR,6aS)-5-(aminomethyl)-5-methylhexahydrocyclopenta[c]pyrrol-2(1H)-yl)-3-(2,3-dichlorophenyl)pyrazin-2-amine NCC1(C[C@@H]2[C@@H](CN(C2)C2=CN=C(C(=N2)N)C2=C(C(=CC=C2)Cl)Cl)C1)C